C(C)OCOC=1C=C(C=C(C1C1CCCC(=C1)C)O)CCCCC 6-(ethoxymethoxy)-5'-methyl-4-pentyl-1',2',3',4'-tetrahydro-[1,1'-biphenyl]-2-ol